(1-(benzo[c]isothiazol-3-yl)piperidin-4-yl)-1-(pyrimidin-2-ylmethyl)-1H-imidazole-4-carboxamide N=1SC(=C2C1C=CC=C2)N2CCC(CC2)C=2N(C=C(N2)C(=O)N)CC2=NC=CC=N2